CC1=C(C(=C(C(=C1O)C)O)C)O trimethylbenzene-1,3,5-triol